N1=C(C=CC=C1)C=1C=C(OC=2C=C(C=CC2)C2=C(C(=CC=C2)N)N)C=CC1 (3-(3-(pyridin-2-yl)phenoxy)phenyl)benzene-1,2-diamine